methyl 5-[4-[2-[3-[2-[6-methyl-7-oxo-1-(p-tolylsulfonyl) pyrrolo[2,3-c]pyridin-4-yl]-4-nitro-phenoxy]phenoxy]ethoxy]-1-piperidyl]pyrimidine-2-carboxylate CN1C(C2=C(C(=C1)C1=C(OC=3C=C(OCCOC4CCN(CC4)C=4C=NC(=NC4)C(=O)OC)C=CC3)C=CC(=C1)[N+](=O)[O-])C=CN2S(=O)(=O)C2=CC=C(C=C2)C)=O